2-[[4-chloro-2-(trifluoromethyl)phenyl]methyl]-1-(2,2-dideutero-2-fluoro-ethyl)indole-5-carboxylic acid ClC1=CC(=C(C=C1)CC=1N(C2=CC=C(C=C2C1)C(=O)O)CC(F)([2H])[2H])C(F)(F)F